Benzyl (1-(2-amino-2-oxoethyl)-4-(((6-(cyclopropyl(4-(trifluoromethyl)benzyl)amino)-5-fluoropyrimidin-4-yl)amino)methyl)piperidin-4-yl)carbamate NC(CN1CCC(CC1)(CNC1=NC=NC(=C1F)N(CC1=CC=C(C=C1)C(F)(F)F)C1CC1)NC(OCC1=CC=CC=C1)=O)=O